4-(3-(trifluoromethyl)phenyl)butanoic acid FC(C=1C=C(C=CC1)CCCC(=O)O)(F)F